OC1=C(C=C(C=C1)C)[C@H](CCC(=O)O)C(C)C (R)-4-(2-hydroxy-5-methylphenyl)-5-methylhexanoic acid